2,2-dimethyldodecane CC(C)(CCCCCCCCCC)C